7-Oxa-2-aza-spiro[4.5]decane-2-carboxylic acid [7-(3,6-dihydro-2H-pyran-4-yl)-4-methoxy-thiazolo[4,5-c]pyridin-2-yl]-amide O1CCC(=CC1)C=1C2=C(C(=NC1)OC)N=C(S2)NC(=O)N2CC1(CC2)COCCC1